3-Indolelactic acid N1C=C(C2=CC=CC=C12)CC(C(=O)O)O